[Pt](Cl)Cl.C1(=CC=CC=C1)P(C1=CC=CC=C1)C1=CC=CC=C1.C1(=CC=CC=C1)P(C1=CC=CC=C1)C1=CC=CC=C1 bis(triphenylphosphine) platinum (II) chloride